C(C)(C)(C)OC(NC1CCC(CC1)NC(=O)C1=CC2=C(C(N(C=C2C2=CC(=CC(=C2)C)OC2=CC(=C(C=C2)C)F)C)=O)N1)=O tert-butyl((1r,4r)-4-(4-(3-(3-fluoro-4-methylphenoxy)-5-methylphenyl)-6-methyl-7-oxo-6,7-dihydro-1H-pyrrolo[2,3-c]pyridine-2-carboxamido)cyclohexyl)carbamate